2-methyl-6-(((1S,2S,4S)-2-morpholino-4-(3-(trifluoro-methyl)phenyl)cyclohexyl)-oxy)-N-(pyrimidin-4-yl)pyridine-3-sulfonamide CC1=NC(=CC=C1S(=O)(=O)NC1=NC=NC=C1)O[C@@H]1[C@H](C[C@H](CC1)C1=CC(=CC=C1)C(F)(F)F)N1CCOCC1